2-[(6-bromoimidazo[4,5-b]pyridin-3-yl)methoxy]ethyl-trimethyl-silane tert-butyl-((1s,3s)-3-((6-(2-(4-hydroxylphenyl)propan-2-yl)pyridin-3-yl)oxy)cyclobutyl)carbamate C(C)(C)(C)N(C(O)=O)C1CC(C1)OC=1C=NC(=CC1)C(C)(C)C1=CC=C(C=C1)O.BrC=1C=C2C(=NC1)N(C=N2)COCC[Si](C)(C)C